FC1=C(C=C(C=C1)Cl)NC(=O)NC1=CC=C(C=C1)OC1=NC=NC2=CC(=C3C(=C12)OCCO3)OCCCN3CCOCC3 1-(2-fluoro-5-chlorophenyl)-3-(4-((5-(3-morpholinopropoxy)-2,3-dihydro-[1,4]dioxino[2,3-f]quinazolin-10-yl)oxy)phenyl)urea